C(C)N1CCN(CC1)C1=CC=C(C=C1)C=1CCC(CN1)C 1-ethyl-4-[4-(3-methyl-2,3,4,5-tetrahydropyridin-6-yl)phenyl]piperazine